COC1=CC=2CCN3CC4=C(C=CC=C4CC3C2C=C1)O 3-methoxy-5,6,7,8,13,13a-hexahydroisoquinolino[2,1-b]isoquinolin-9-ol